BrC1=CC2=CN(N=C2C=C1OC1CCC1)C12COC(CC1)(CC2)C 5-Bromo-6-cyclobutoxy-2-(1-methyl-2-oxabicyclo[2.2.2]octan-4-yl)-2H-indazole